C(C)(C)(C)OC(=O)C=1CCC(=NN1)C(=O)O Pyridazine-3,6(5H)-dicarboxylic acid 6-tert-butyl ester